O=C(C(C#N)N1CCCCC1)C1=CC=CC=C1 3-Oxo-3-phenyl-2-(piperidin-1-yl)propionitrile